(((3R,4R)-3-methyltetrahydro-2H-pyran-4-yl)amino)-4-(trifluoromethyl)benzonitrile C[C@H]1COCC[C@H]1NC1=C(C#N)C=CC(=C1)C(F)(F)F